ONC(C1=CC=C(C=C1)CC(NC=1C=C2C=CC=NC2=CC1)=O)=O N-hydroxy-4-(2-oxo-2-(quinolin-6-ylamino)ethyl)benzamide